4-(2-ethylisoindolin-5-yl)-1H-1,2,3-triazol C(C)N1CC2=CC=C(C=C2C1)C=1N=NNC1